methyl (5S,7aR)-5-(hydroxymethyl)-2-methylenetetrahydro-1H-pyrrolizine-7a(5H)-carboxylate OC[C@H]1N2CC(C[C@]2(CC1)C(=O)OC)=C